Cl.NC\C=C(\CN1C(=NC2=C1C=CC=C2C=2C=C(C=CC2)S(=O)(=O)NC)C(F)(F)F)/F (Z)-3-(1-(4-amino-2-fluorobut-2-en-1-yl)-2-(trifluoromethyl)-1H-benzo[d]imidazole-4-yl)-N-methylbenzenesulfonamide hydrochloride